FC=1C=C(C=CC1)C1=NC(=NC(=N1)NC(C)C)NC1=CC=NC=C1 (3-fluorophenyl)-N2-isopropyl-N4-(pyridin-4-yl)-1,3,5-triazine-2,4-diamine